3-(2-(4-chloro-3-(4-cyano-6-(trifluoromethyl)pyridin-3-yl)-N-methylbenzamido)phenoxy)propanoic acid ClC1=C(C=C(C(=O)N(C)C2=C(OCCC(=O)O)C=CC=C2)C=C1)C=1C=NC(=CC1C#N)C(F)(F)F